2-chloro-δ,δ,4,5-tetrafluoro-benzenepentanoic acid ClC1=C(C=C(C(=C1)F)F)C(CCCC(=O)O)(F)F